tert-butyl (4R)-4-(1,4-dihydroxybutyl)-2,2-dimethyl-oxazolidine-3-carboxylate OC(CCCO)[C@@H]1N(C(OC1)(C)C)C(=O)OC(C)(C)C